1-(5-tert-butyl-1-methylpyrazol-3-yl)-4-chloro-2-hydroxy-3-methyl-2H-pyrrol-5-one C(C)(C)(C)C1=CC(=NN1C)N1C(C(=C(C1=O)Cl)C)O